(2S)-methyl 2-((2S)-4-(bicyclo[1.1.1]pentan-1-yl)-1-(4-methoxy-1H-indole-2-carbonyl)pyrrolidine-2-carboxamido)-3-((S)-2-oxopyrrolidin-3-yl)propanoate C12(CC(C1)C2)C2C[C@H](N(C2)C(=O)C=2NC1=CC=CC(=C1C2)OC)C(=O)N[C@H](C(=O)OC)C[C@H]2C(NCC2)=O